C(C)(C)(C)OC(=O)N1C(CNC(CC1)Cl)C1=C(C=CC=C1)CNNS(=O)(=O)CC1=CC=CC=C1 5-chloro-2-(((2-toluenesulfonyl-hydrazino)methyl)phenyl)-1,4-diazacycloheptane-1-carboxylic acid tert-butyl ester